3-((3-Cyanophenyl)ethynyl)-N,N-dimethyl-7,8-dihydro-1,6-naphthyridine-6(5H)-carboxamide C(#N)C=1C=C(C=CC1)C#CC=1C=NC=2CCN(CC2C1)C(=O)N(C)C